C(CCCCC(=O)OCC(COC(CCCCC(=O)OCC\C=C/CCCCC)=O)(CO)COC(CC12CC3CC(CC(C1)C3)C2)=O)(=O)OCC\C=C/CCCCC O6-[2-[[2-(1-adamantyl) acetyl]oxymethyl]-2-(hydroxymethyl)-3-[6-[(Z)-non-3-enoxy]-6-oxo-hexanoyl]oxy-propyl] O1-[(Z)-non-3-enyl] hexanedioate